FC1=C(C(=O)OCCCCCCCCCCCCCCCCC)C=CC=C1 2-Fluorobenzoic acid, heptadecyl ester